COCC=1SC=CN1 Methoxymethylthiazol